N1=NC(C2=C1C=CC=N2)=[Se] pyrazolopyridineselon